C(CC(=O)C)(=O)OC(COC(C(=C)C)=O)COC(CC(=O)C)=O 2,3-Di(acetoacetoxy)propylmethacrylat